FC(C=1C=CC(=NC1)CNN1C(OC2(COC2)C1)=O)(F)F 7-(((5-(trifluoromethyl)pyridin-2-yl)methyl)amino)-2,5-dioxa-7-azaspiro[3.4]octan-6-one